O[C@H](CNC(=O)C1=CC=C(C=C1)C1=C(N(C=C1)S(N)(=O)=O)C(=O)O)CO 3-[4-[[(2R)-2,3-Dihydroxypropyl]carbamoyl]phenyl]-1-sulfamoyl-pyrrole-2-carboxylic acid